O1CCOC12[C@@H](CCC2)N2N=CC(=C2)C2=C(C(=NC=C2)C2=NN(C1=CN=C(C=C12)NC(=O)C1CC1)C)OC (R)-N-(3-(4-(1-(1,4-dioxaspiro[4.4]nonan-6-yl)-1H-pyrazol-4-yl)-3-methoxypyridin-2-yl)-1-methyl-1H-pyrazolo[3,4-c]pyridin-5-yl)cyclopropanecarboxamide